BrC1=CC(=NC=C1C#N)C(F)(F)F 4-bromo-6-(trifluoromethyl)nicotinonitrile